C(CC)N1C=NC=2N=C(NC2C1=O)C=1C=NN(C1)CC=1C=NC(=CC1)C(F)(F)F 1-propyl-8-[1-(6-trifluoromethyl-pyridin-3-ylmethyl)-1H-pyrazol-4-yl]-1,7-dihydro-purin-6-one